3-(1-{[3-(2-aminoethoxy)-5,7-dimethyltricyclo[3.3.1.13,7]decan-yl]methyl}-5-methyl-1H-pyrazol-4-yl)-6-{5-[(1,3-benzothiazol-2-yl)carbamoyl]quinolin-3-yl}pyridine-2-carboxylic acid NCCOC12CC3(CC(CC(C1)(C3)C)(C2)C)CN2N=CC(=C2C)C=2C(=NC(=CC2)C=2C=NC3=CC=CC(=C3C2)C(NC=2SC3=C(N2)C=CC=C3)=O)C(=O)O